C(C)(C)(C)OC(=O)N1CCN(CC1)C1=NC=C(C(=C1)C)C1C(CN(CC1)C1=C2C(=NC(=C1)C)N(N=C2)C)C 4-[5-[1-(1,6-dimethylpyrazolo[3,4-b]pyridin-4-yl)-3-methyl-4-piperidinyl]-4-methyl-2-pyridinyl]piperazine-1-carboxylic acid tert-butyl ester